C(C1=CC=CC=C1)OC([C@H](CC(C)C)NC(=O)NC1=CC=CC=C1)=O (S)-4-methyl-2-(3-phenylureido)pentanoic acid benzyl ester